((6-(difluoromethoxy)-2-(3'-(6-(difluoromethoxy)-5-((3,3-dimethylazetidin-1-yl)methyl)benzo[d]oxazol-2-yl)-2,2'-dimethyl-[1,1'-biphenyl]-3-yl)benzo[d]oxazol-5-yl)methyl)-L-proline FC(OC1=CC2=C(N=C(O2)C=2C(=C(C=CC2)C2=C(C(=CC=C2)C=2OC3=C(N2)C=C(C(=C3)OC(F)F)CN3CC(C3)(C)C)C)C)C=C1CN1[C@@H](CCC1)C(=O)O)F